C[C@]12CC(C[C@](CCC1)(N2)C)N(C2=CC=C(N=N2)C2=CC(=C(C=C2O)C2=CC(N(C=C2)CF)=O)F)C 4-(4-(6-(((1R,3s,5S)-1,5-dimethyl-9-azabicyclo[3.3.1]nonan-3-yl)(methyl)amino)pyridazin-3-yl)-2-fluoro-5-hydroxyphenyl)-1-(fluoromethyl)-pyridin-2(1H)-one